BrC1=NN(C=N1)C1CCC(CC1)C(=O)OCC 2-Ethyl 4-(3-bromo-1,2,4-triazol-1-yl)cyclohexanecarboxylate